C(C=C)C1=C(C=C(C(=C1)F)OC)F allyl-2,5-difluoro-4-methoxybenzene